tert-butyl 5-fluorospiro[indoline-2,3'-oxetane]-1-carboxylate FC=1C=C2CC3(COC3)N(C2=CC1)C(=O)OC(C)(C)C